C[C@@H]1OC2=C(N(C1)C(=O)C1=CC(=CC=C1)N1N=C(N=C1)C1COC1)C=CC=C2C [(2S)-2,3-Dihydro-2,8-dimethyl-4H-1,4-benzoxazin-4-yl][3-[3-(3-oxetanyl)-1H-1,2,4-triazol-1-yl]phenyl]methanone